(2S)-1-(3-chloro-4-methyl-phenyl)-2-methyl-piperazine ClC=1C=C(C=CC1C)N1[C@H](CNCC1)C